6-(hydroxymethyl)tetrahydro-2H-pyran-3,4,5-triyl triacetate C(C)(=O)OC1COC(C(C1OC(C)=O)OC(C)=O)CO